BrC1=C(OC2=NC(=NC(=N2)OC2=C(C=C(C=C2Br)Br)Br)OC2=C(C=C(C=C2Br)Br)Br)C(=CC(=C1)Br)Br tris(2,4,6-tribromophenoxy)-s-triazine